2-((4-(3-(4-chloro-2-fluorophenyl)-4-methyl-3,4-dihydro-2H-benzo[b][1,4]oxazine-5-yl)piperidin-1-yl)methyl)-3-(((S)-oxetan-2-yl)methyl)-3H-imidazo[4,5-b]pyridine ClC1=CC(=C(C=C1)C1N(C2=C(OC1)C=CC=C2C2CCN(CC2)CC2=NC=1C(=NC=CC1)N2C[C@H]2OCC2)C)F